2-(3-ethyl-6-((2S,5R)-5-ethyl-2-methylpiperazin-1-yl)-9-methyl-2-oxo-3,9-dihydro-2H-purin-8-yl)acetonitrile C(C)N1C(N=C(C=2N=C(N(C12)C)CC#N)N1[C@H](CN[C@@H](C1)CC)C)=O